1-octadecene selenide C1C(CCCCCCCCCCCCCCCC)[Se]1